BrC=1C=C2C(=CNC2=CC1)S(=O)(=O)NC1=CC=C(C=C1)C#N 5-bromo-N-(4-cyanophenyl)-1H-indole-3-sulfonamide